C(CCCCC)C(C(=O)OCCCCCCC(=O)OC(C(=O)OCCCCCOC(C(CCCCCCCC)CCCCCC)=O)CC(=O)OCCN(C)C)CCCCCCCC 4-(2-(Dimethylamino)ethyl) 1-(5-((2-hexyldecanoyl)oxy)-pentyl) 2-((7-((2-hexyldecanoyl)oxy)heptanoyl)oxy)succinate